2'-chloro-5'-methoxy-6-methyl-N-(5-(1-(2,2,2-trifluoroethyl)pyrrolidine-3-carbonyl)-5,6-dihydro-4H-pyrrolo[3,4-d]thiazol-2-yl)-[4,4'-bipyridine]-3-carboxamide ClC1=NC=C(C(=C1)C1=C(C=NC(=C1)C)C(=O)NC=1SC2=C(N1)CN(C2)C(=O)C2CN(CC2)CC(F)(F)F)OC